methyl 2-(4-chlorophenyl)-2-fluoroacetate ClC1=CC=C(C=C1)C(C(=O)OC)F